CC1(OB(OC1(C)C)C=1C=C(C=C(C1)O[Si](C(C)C)(C(C)C)C(C)C)CCC(=O)O)C 3-[3-(4,4,5,5-tetramethyl-1,3,2-dioxaborolan-2-yl)-5-triisopropylsilyloxy-phenyl]propanoic acid